N1C=NC=C1C1=C(N=C2N1C=C(C=N2)C(F)(F)F)C2=NC(=NN2)C(F)(F)F 5-[3-(1H-imidazol-5-yl)-6-(trifluoromethyl)imidazo[1,2-a]pyrimidin-2-yl]-3-(trifluoromethyl)-1H-1,2,4-triazole